Methyl-2-(3-(tert-butyl)-5,12-dimethyl-5,6-dihydroindolo[2,1-a]isoquinolin-5-yl)acetate COC(CC1(CN2C(C=3C=CC(=CC13)C(C)(C)C)=C(C=1C=CC=CC12)C)C)=O